FC1=C(N=CC2=C1N=C(N=C2NC21CC(C2)(C1)CO)OCC12CCCN2CCC1)C1=CC=CC2=CC=CC(=C12)F (3-((8-fluoro-7-(8-fluoronaphthalen-1-yl)-2-((hexahydro-1H-pyrrolizin-7a-yl)methoxy)pyrido[4,3-d]pyrimidin-4-yl)amino)bicyclo[1.1.1]pentan-1-yl)methanol